BrC1=CC(=CS1)C(=O)N(C)C1COCC=2NC(C=3C=C(C(=CC3C21)F)F)=O 5-bromo-N-(8,9-difluoro-6-oxo-1,4,5,6-tetrahydro-2H-pyrano[3,4-c]isoquinolin-1-yl)-N-methylthiophene-3-carboxamide